(S)-(3-(dimethylamino)azetidin-1-yl)(5-ethyl-2-(6-(2-ethyl-5-fluoro-4-hydroxyphenyl)-1H-indazol-3-yl)-4,5,6,7-tetrahydro-3H-imidazo[5,4-c]pyridin-6-yl)methanone CN(C1CN(C1)C(=O)[C@@H]1CC2=C(CN1CC)NC(=N2)C2=NNC1=CC(=CC=C21)C2=C(C=C(C(=C2)F)O)CC)C